C(=O)(O)C1=CC=C(C=C1)NC(=O)C(C(=O)NC1=CC=C(C(=O)O)C=C1)=CC1=CC=CC=C1 4-[[2-[(4-carboxyphenyl)carbamoyl]-3-phenylprop-2-enoyl]amino]benzoic acid